OC(C)C=1SC(=CC1C#N)C1=NC(=NC=C1C(F)(F)F)NC1CCN(CC1)S(=O)(=O)C=1N=CN(C1)C 2-(1-hydroxyethyl)-5-(2-((1-((1-methyl-1H-imidazol-4-yl)sulfonyl)piperidin-4-yl)amino)-5-(trifluoromethyl)pyrimidin-4-yl)thiophene-3-carbonitrile